3-((3-(2-chloro-3-phenylanilino)-1-methylpyrazolo[4,5-b]pyridin-6-ylmethylene)amino)propan-1,2-diol ClC1=C(NC2=NN(C=3C2=NC=C(C3)C=NCC(CO)O)C)C=CC=C1C1=CC=CC=C1